C(C)(=O)O[C@@H]1[C@H]([C@@H](O)O[C@@H]([C@H]1O)COC(C)=O)N=[N+]=[N-] 3,6-di-O-acetyl-2-azido-2-deoxy-alpha-D-glucopyranose